COCC1C=2N(C3=C(C=N1)C=CC=C3)C(=NN2)C methoxymethyl-1-methyl-4H-[1,2,4]triazolo[4,3-a][1,4]benzodiazepine